N-(4-(1-((2-(benzyloxy)-2-methylpropyl)sulfonyl)-1,2,3,6-tetrahydropyridin-4-yl)phenyl)-4,6-difluoroisoindoline-2-carboxamide C(C1=CC=CC=C1)OC(CS(=O)(=O)N1CCC(=CC1)C1=CC=C(C=C1)NC(=O)N1CC2=CC(=CC(=C2C1)F)F)(C)C